The molecule is a member of the class of oxindoles that is 5-chloro-oxindole in which the methylene hydrogens at position 3 have been replaced by an N-(2-carboxyethyl)rhodanin-5-ylidene group. It has a role as an antineoplastic agent. It is a member of oxindoles, an organochlorine compound, a thiazolidinone and a monocarboxylic acid. It derives from a 3-methyleneoxindole and a rhodanine. C1=CC2=NC(=O)C(=C2C=C1Cl)C3=C(N(C(=S)S3)CCC(=O)O)O